NCCC[SiH2]C(OCC)OCC 3-Amino-propyldiethoxymethylsilan